CN(C(OC(C)(C)C)=O)CC[C@H](CSC1=CC=CC=C1)NC1=C(C=C(C=C1)S(N)(=O)=O)S(=O)(=O)C(F)(F)F Tert-butyl (R)-methyl(4-(phenylthio)-3-((4-sulfamoyl-2-((trifluoromethyl)sulfonyl) phenyl)amino)butyl)carbamate